ClCC1=C(C=C(C=C1OC)C1=C(C(=CC=C1)C1=C(C(=CC=C1)C1=CC(=C(C(=C1)OC)CCl)F)C)C)F 4,4'''-bis(chloromethyl)-3,3'''-difluoro-5,5'''-dimethoxy-2',2''-dimethyl-1,1':3',1'':3'',1'''-quaterphenyl